hydroxyethyl-2,5-diketopiperazine OCCN1C(CNC(C1)=O)=O